(1-(2,6-dichloropyrimidin-4-yl)-2-ethylpiperidin-2-yl)methanol methyl-(S)-2-((4-methoxyphenyl)amino)-2-(1-vinylcyclobutyl)acetate C[C@@](C(=O)OCC1(N(CCCC1)C1=NC(=NC(=C1)Cl)Cl)CC)(C1(CCC1)C=C)NC1=CC=C(C=C1)OC